5-((1S,2S)-2-ethoxycyclopropyl)-1-(4-fluorobenzyl)-N3-methyl-2-oxo-1,2-dihydropyridine-3,5-dicarboxamide C(C)O[C@@H]1[C@@H](C1)C1(C=C(C(N(C1)CC1=CC=C(C=C1)F)=O)C(=O)NC)C(=O)N